C1(CC1)CC=1C(=NOC1C1=NC(=NC=C1)NC1CCC(CC1)N)C (1r,4r)-N1-(4-(4-(Cyclopropylmethyl)-3-methylisoxazol-5-yl)pyrimidin-2-yl)cyclohexane-1,4-diamine